2-(3-(1-(2-hydroxyethyl)-5-(pentan-3-ylcarbamoyl)-1H-pyrazol-3-yl)phenyl)-N-(p-tolyl)oxazole-5-carboxamide OCCN1N=C(C=C1C(NC(CC)CC)=O)C=1C=C(C=CC1)C=1OC(=CN1)C(=O)NC1=CC=C(C=C1)C